tetradecan-1-amine C(CCCCCCCCCCCCC)N